C(C)(C)C=1N(N=C2C=CC(=CC12)C1=NC(=NC=C1)N[C@@H]1C[C@H](CC1)NC(=O)N1CCNCC1)C N-((1S,3S)-3-((4-(3-isopropyl-2-methyl-2H-indazol-5-yl)pyrimidin-2-yl)amino)cyclopentyl)piperazine-1-carboxamide